C(=C)C1=CC=C(C=C1)C1=CC2=CC(=CC=C2C=C1)C1=CC=C(C=C1)C=C 2,7-bis(4-vinylphenyl)naphthalene